3-(bromomethyl)benzyl acetate C(C)(=O)OCC1=CC(=CC=C1)CBr